C1(CCC1)C([C@@H](C(=O)NC1=C(C=C(C=C1)[C@@H](C(NCC(F)(F)F)=O)C)F)NC(=O)C1=CC=NN1CC)C1CCC1 N-((S)-1,1-dicyclobutyl-3-((2-fluoro-4-((S)-1-oxo-1-((2,2,2-trifluoroethyl)amino)propan-2-yl)phenyl)amino)-3-oxopropan-2-yl)-1-ethyl-1H-pyrazole-5-carboxamide